C1(CCCCCC1)CC(=O)NC1=C(C=C(C=C1C)N1CCOCC1)C 2-Cycloheptyl-N-(2,6-dimethyl-4-morpholin-4-yl-phenyl)-acetamide